CC1(N(CCC1)CCNC(=O)C=1C=C(C(=NC1)C)NC(=O)C=1N=NN2C1C=CC(=C2)C=2C=NN(C2)C2COC2)C N-(5-((2-(2,2-dimethylpyrrolidin-1-yl)ethyl)carbamoyl)-2-methylpyridin-3-yl)-6-(1-(oxetan-3-yl)-1H-pyrazol-4-yl)-[1,2,3]triazolo[1,5-a]pyridine-3-carboxamide